ethyl 5-carbamoyl-4-(5-(((R)-2,3-dihydro-1H-inden-1-yl)carbamoyl)thiophen-2-yl)-2-((4-fluorophenoxy)methyl)-6-isobutyl-1,4-dihydropyridine-3-carboxylate C(N)(=O)C=1C(C(=C(NC1CC(C)C)COC1=CC=C(C=C1)F)C(=O)OCC)C=1SC(=CC1)C(N[C@@H]1CCC2=CC=CC=C12)=O